6-(2-(1-(2-(2-Hydroxypropan-2-yl)pyridin-4-yl)azetidin-3-yl)acetyl)-4-methoxy-5-methyl-6,7-dihydro-5H-pyrrolo[3,4-d]pyrimidine-2-carbonitrile OC(C)(C)C1=NC=CC(=C1)N1CC(C1)CC(=O)N1CC=2N=C(N=C(C2C1C)OC)C#N